(4R)-4-[3-Oxo-3-[3-[4-[3-[1-(trifluoro-methyl)cyclopropyl]-1H-1,2,4-triazol-5-yl]phenyl]azetidin-1-yl]propyl]oxazolidin-2-one O=C(CC[C@H]1NC(OC1)=O)N1CC(C1)C1=CC=C(C=C1)C1=NC(=NN1)C1(CC1)C(F)(F)F